N-(4-chloro-2-fluorophenyl)-2-((4-(2,7,8-trimethyl-4-oxo-quinazolin-3(4H)-yl)phenyl)thio)acetamide ClC1=CC(=C(C=C1)NC(CSC1=CC=C(C=C1)N1C(=NC2=C(C(=CC=C2C1=O)C)C)C)=O)F